(S)-9-Ethyl-12-(1-(6-(4-fluoro-1H-pyrazol-1-yl)pyridin-3-yl)ethyl)-1,4-dioxa-9,12-diaza-dispiro[4.2.58.25]pentadecane-10,13-dione C(C)N1C2(CCC3(OCCO3)CC2)C(N(CC1=O)[C@@H](C)C=1C=NC(=CC1)N1N=CC(=C1)F)=O